5-isopropylnaphthalen-2-ol dihydrochloride Cl.Cl.C(C)(C)C1=C2C=CC(=CC2=CC=C1)O